ClC=1C=C(C=CC1N1CCOCC1)B1OC(C)(C)C(C)(C)O1 3-chloro-4-(4-morpholinyl)phenylboronic acid pinacol ester